FC(C1=C(CN2CCC(CC2)[C@H]2N(C3=C(OC2)C=CC(=C3)[C@@H]([C@@H](C(=O)OC)C)C3CC3)C)C=C(C=C1)C(F)(F)F)(F)F |o1:11| (2S,3R)-Methyl 3-((R or S)-3-(1-(2,5-bis(trifluoromethyl)benzyl)piperidin-4-yl)-4-methyl-3,4-dihydro-2H-benzo[b][1,4]oxazin-6-yl)-3-cyclopropyl-2-methyl-propanoate